NC=1C(=C2C=CN(C2=CC1)C(=O)OC(C)(C)C)C1=CC(=CC=C1)CC(=O)OCC tert-butyl 5-amino-4-(3-(2-ethoxy-2-oxoethyl)phenyl)-1H-indole-1-carboxylate